ClC=1C(=C(C(=O)O)C(=CC1)NC1=C(C=NC2=CC=C(C=C12)Cl)S(=O)(=O)N1CCOCC1)O 3-chloro-6-[(6-chloro-3-morpholinesulfonyl-4-quinolinyl)amino]-2-hydroxy-benzoic acid